1-[4-(2,6-dioxopiperidin-3-yl)phenyl]-4-fluoropiperidine-4-carbaldehyde O=C1NC(CCC1C1=CC=C(C=C1)N1CCC(CC1)(C=O)F)=O